2-fluoro-4-(5-(3-fluoro-4-methoxyphenyl)-2-((3-hydroxyadamantan-1-yl)amino)-6-carbonyl-1,6-dihydropyrimidin-4-yl)benzonitrile FC1=C(C#N)C=CC(=C1)C=1N=C(NC(C1C1=CC(=C(C=C1)OC)F)=C=O)NC12CC3(CC(CC(C1)C3)C2)O